3,3-difluorocyclobutyl (3-(3,3-difluorocyclobutyl)-1-methyl-4-phenyl-1H-pyrazol-5-yl)carbamate FC1(CC(C1)C1=NN(C(=C1C1=CC=CC=C1)NC(OC1CC(C1)(F)F)=O)C)F